O=C1NC(CCC1C=1C=NC(=NC1)N1CCC(CC1)C(=O)OC(C)(C)C)=O tert-butyl 1-[5-(2,6-dioxopiperidin-3-yl)pyrimidin-2-yl]piperidine-4-carboxylate